3-methyl-3-cyclohexene-1,2-dicarboxylic acid anhydride CC=1C2C(CCC1)C(=O)OC2=O